(5S,8S,10aR)-5-amino-N-((R)-chroman-4-yl)-3-((R)-2-fluoro-3-methylbutanoyl)-6-oxodecahydropyrrolo[1,2-a][1,5]diazocine-8-carboxamide hydrochloride Cl.N[C@H]1CN(CC[C@@H]2N(C1=O)[C@@H](CC2)C(=O)N[C@@H]2CCOC1=CC=CC=C21)C([C@@H](C(C)C)F)=O